Pyridin-4-ylmethyl-[2-(8-thiazol-2-yl-3,4-dihydro-1H-isochinolin-2-yl)-pyrido[3,4-d]pyrimidin-4-yl]-amin N1=CC=C(C=C1)CNC=1C2=C(N=C(N1)N1CC3=C(C=CC=C3CC1)C=1SC=CN1)C=NC=C2